5,6-difluoro-4-((triisopropylsilyl)oxy)naphthalen-2-ol FC1=C2C(=CC(=CC2=CC=C1F)O)O[Si](C(C)C)(C(C)C)C(C)C